[Pd](Br)Br.C1(=CC=CC=C1)P(C1=CC=CC=C1)C1=CC=CC=C1.C1(=CC=CC=C1)P(C1=CC=CC=C1)C1=CC=CC=C1 ditriphenylphosphorus palladium dibromide